BrC1=CN=C(S1)NC1=NC=CC=C1 5-bromo-N-(pyridin-2-yl)thiazol-2-amine